C1(CCCCC1)P(C1(C(=C(C=CC1)OC(C)C)C1=CC=CC=C1)OC(C)C)C1CCCCC1 2-dicyclohexylphosphino-2,6-diisopropyloxy-1,1'-biphenyl